C(CCC)N1C(N(C(C(C1=O)=C(N)N)=O)C1=CC=C(C=C1)CN1C(NC(C1(C)C)=O)=O)=O Butyl-5-(diaminomethylene)-3-(4-((5,5-dimethyl-2,4-dioxoimidazolidin-1-yl)methyl)phenyl)pyrimidine-2,4,6(1H,3H,5H)-trione